C(C)OC(C)=O.C(OC)COC dimethoxyethane ethyl-acetate